(S)-1-((2-aminoethyl)amino)-1-oxopropan NCCNC(CC)=O